4-hydroxy-3-tert-butyl-anisole OC1=C(C=C(C=C1)OC)C(C)(C)C